(1s,2s)-N-(8-amino-6-(4-methyl-2-(1-methyl-1H-pyrazol-5-yl)pyridin-3-yl)-isoquinolin-3-yl)-2-(1-methyl-1H-pyrazol-4-yl)cyclopropanecarboxamide NC=1C=C(C=C2C=C(N=CC12)NC(=O)[C@@H]1[C@H](C1)C=1C=NN(C1)C)C=1C(=NC=CC1C)C1=CC=NN1C